N1N=NN=C1C1=C(C(=O)O)C=CC=C1 2-(1H-tetrazol-5-yl)benzoic acid